ClC1=CC(=CC=2C(=C(OC21)C(C(F)(F)F)NC(=O)NC=2C=NC(=NC2)N2CC(C2)(C)O)C)F 1-(1-(7-chloro-5-fluoro-3-methylbenzofuran-2-yl)-2,2,2-trifluoroethyl)-3-(2-(3-hydroxy-3-methylazetidin-1-yl)pyrimidin-5-yl)urea